3-chloro-4-fluoro-N-[3-[(1S)-2-(4-fluoroanilino)-1-methyl-2-oxo-ethyl]-1-bicyclo[1.1.1]pentanyl]benzamide ClC=1C=C(C(=O)NC23CC(C2)(C3)[C@@H](C(=O)NC3=CC=C(C=C3)F)C)C=CC1F